C(C)(C)(C)OC(=O)N1C[C@H](N([C@H](C1)C)CCOC(C)=O)C.C(CCCCCCCCCCCCCCCCCCCCC)S(=O)(=O)O docosyl-sulfonate tert-Butyl-(3R,5S)-4-(2-acetoxyethyl)-3,5-dimethylpiperazine-1-carboxylate